CP([S-])([S-])=S methyltrithiophosphonate